(2S,4R)-4-(azidomethyl)-4-fluoropyrrolidine-1,2-dicarboxylic acid 2-benzyl 1-tert-butyl ester C(C)(C)(C)OC(=O)N1[C@@H](C[C@](C1)(F)CN=[N+]=[N-])C(=O)OCC1=CC=CC=C1